C[C@H]1NCC[C@@H](C1)OC=1SC2=C(N1)SC(=N2)C=2N=CC(=C1C2NC=C1)C=1C=NNC1 7-(5-{[(2R,4S)-2-Methylpiperidin-4-yl]oxy}[1,3]thiazolo[5,4-d][1,3]thiazol-2-yl)-4-(1H-pyrazol-4-yl)-1H-pyrrolo[2,3-c]pyridin